1,5,7-triazabicyclo[4.4.0]dec-5-ene borate B(O)(O)O.N12CCCN=C2NCCC1